tert-butyl 4-[1-(3-amino-6-chloro-pyridazin-4-yl)pyrazol-4-yl]-3-oxo-piperazine-1-carboxylate NC=1N=NC(=CC1N1N=CC(=C1)N1C(CN(CC1)C(=O)OC(C)(C)C)=O)Cl